CN1OC(C2C1C(CC(C2)(C2=CSC(=C2)C)C)C)(C)C 1,3,3,5,7-Pentamethyl-5-(5-methylthiophen-3-yl)octahydrobenzo[c]isoxazol